(-)-4-(5-(2-(difluoromethyl)-3-ethoxy-4-methoxyphenyl)pyridin-3-yl)-1,2-oxaborol-2-ol FC(C1=C(C=CC(=C1OCC)OC)C=1C=C(C=NC1)C=1CB(OC1)O)F